NC1=NNC=2C1=NC(=CC2CN2CC(C2)F)C=2C=C1CN(C(C1=CC2)=O)C2C(NC(CC2)=O)=O 3-(5-(3-amino-7-((3-fluoroazetidin-1-yl)methyl)-1H-pyrazolo[4,3-b]pyridin-5-yl)-1-oxoisoindolin-2-yl)piperidine-2,6-dione